(3S,6R)-6-[5-(4-chlorophenyl)-1,3,4-oxadiazol-2-yl]oxan-3-amine hydrochloride Cl.ClC1=CC=C(C=C1)C1=NN=C(O1)[C@H]1CC[C@@H](CO1)N